8-Benzyl-2,8-diazaspiro[4.5]decane C(C1=CC=CC=C1)N1CCC2(CCNC2)CC1